CC1=CC=C(C=C1)/C=C/C=O p-methylcinnamaldehyde